5-[5-[3-(piperidine-1-carbonyl)pyrazolo[1,5-a]pyridin-7-yl]-2-pyridyl]-3H-1,3,4-oxadiazol-2-one N1(CCCCC1)C(=O)C=1C=NN2C1C=CC=C2C=2C=CC(=NC2)C2=NNC(O2)=O